N1(N=NN=C1)CC(=O)NN 2-(1H-tetrazol-1-yl)acethydrazide